C([C@@H]1[C@H]([C@H]([C@@H](O1)OC[C@@H]([C@@H]([C@@H](COP(=O)(O)O[C@@H]2[C@H](O[C@H]([C@@H]2O)OC[C@@H]([C@@H]([C@@H](COP(=O)(O)O[C@@H]3[C@H](O[C@H]([C@@H]3O)OC[C@@H]([C@@H]([C@@H](COP(=O)(O)O)O)O)O)CO)O)O)O)CO)O)O)O)O)O)O The molecule is a trimeric glycoside phosphate comprising three beta-D-ribosyl-(1->1)-D-ribitol-5-phosphate repeating units that are joined to each other by phosphodiester linkages. It derives from a ribitol.